1-(tert-butyl) 4-aminopiperidine-1,3-dicarboxylate NC1C(CN(CC1)C(=O)OC(C)(C)C)C(=O)[O-]